2-(3-(piperidin-1-yl)propoxy)pyridin N1(CCCCC1)CCCOC1=NC=CC=C1